NC=1C=2N(C=CN1)C(=NC2C2=CC=C(C(=O)NC1=NC=CC=C1)C=C2)[C@H]2N(CCC2)CCCCCCCCNC2=C1C(N(C(C1=CC=C2)=O)C2C(NC(CC2)=O)=O)=O 4-(8-amino-3-((2S)-1-(8-((2-(2,6-dioxopiperidin-3-yl)-1,3-dioxoisoindoline-4-yl)amino)octyl)pyrrolidin-2-yl)imidazo[1,5-a]pyrazin-1-yl)-N-(pyridin-2-yl)benzamide